CO\N=C/1\CN([C@@H](C1)CO)C(=O)C1=CC=C(C=C1)C1=C(C=CC=C1)C (3E,5S)-5-(hydroxymethyl)-1-[(2'-methyl-1,1'-biphenyl-4-yl)carbonyl]pyrrolidin-3-one-O-methyloxime